4-(3-Chloro-2-fluoro-6-methoxyphenyl)-N-(5-(2-methoxypropoxy)-1,3,4-thiadiazol-2-yl)-6-methylnicotinamide ClC=1C(=C(C(=CC1)OC)C1=CC(=NC=C1C(=O)NC=1SC(=NN1)OCC(C)OC)C)F